ClC1=C(C=C(C=C1)NC(CN1N=CC(=C1)C1=CC=C2C(=NNC2=C1)NC=1C=CC2=CN(N=C2C1)C)=O)C(F)(F)F N-(4-chloro-3-(trifluoromethyl)phenyl)-2-(4-(3-((2-methyl-2H-indazol-6-yl)amino)-1H-indazol-6-yl)-1H-pyrazol-1-yl)acetamide